trans-tert-butyl N-methyl-N-(4-piperazin-1-ylcyclohexyl)carbamate CN(C(OC(C)(C)C)=O)[C@@H]1CC[C@H](CC1)N1CCNCC1